(7R,8aS)-7-(2,3-dichloro-6-hydroxyphenyl)-2-[(3-hydroxyazetidin-3-yl)methyl]-hexahydropyrrolo[1,2-a]pyrazin-4-one ClC1=C(C(=CC=C1Cl)O)[C@H]1C[C@@H]2N(C(CN(C2)CC2(CNC2)O)=O)C1